BrC1=CC=C(C2=C1N=C(N2)OC(F)F)C(=O)O 7-bromo-2-(difluoromethoxy)-3H-1,3-benzodiazole-4-carboxylic acid